N-(4,4-difluorocyclohexyl)-4-(3,5-dimethyl-1H-pyrazol-1-yl)-6-morpholinopyridin-2-amine FC1(CCC(CC1)NC1=NC(=CC(=C1)N1N=C(C=C1C)C)N1CCOCC1)F